CC(C)CCCCCCCCCCCCCCCCCCCCCCCCCC 2-Methyloctacosane